COC(C1=C(N=CC(=C1)C=1C=C2C=NN(C2=CC1)C1CCN(CC1)C(C)C)N)=O 2-amino-5-(1-(1-isopropylpiperidin-4-yl)-1H-indazol-5-yl)nicotinic acid methyl ester